ClC=1C=CC(=C(C1)C1=CC(=C(N=N1)SCC(CO)O)NC1=CC(=NC=C1)NC(CCN1CCN(CC1)C)=O)F N-(4-{[6-(5-chloro-2-fluorophenyl)-3-[(2,3-dihydroxypropyl)sulfanyl]pyridazin-4-yl]amino}pyridin-2-yl)-3-(4-methylpiperazin-1-yl)propanamide